[Si](C)(C)(C(C)(C)C)O[Si](C)(C)C (TMS) tert-butyldimethylsilyl ether